FC1=CC(=C(C=C1[N+](=O)[O-])NC1=NC=CC(=N1)N)OC N2-(4-fluoro-2-methoxy-5-nitrophenyl)pyrimidine-2,4-diamine